5-chloro-6-cyclopropoxypyridin-3-amine ClC=1C=C(C=NC1OC1CC1)N